SC(CC(=O)[O-])(S)S Trismercaptopropionat